(Z)-2-methylstyrene CC1=C(C=C)C=CC=C1